BrC1=CN(C=2N=CN=C(C21)NCC2=NC(=CC=C2)N2CC(NCC2)C(F)(F)F)COCC[Si](C)(C)C 5-bromo-N-((6-(3-(trifluoromethyl)piperazin-1-yl)pyridin-2-yl)methyl)-7-((2-(trimethylsilyl)ethoxy)methyl)-7H-pyrrolo[2,3-d]pyrimidin-4-amine